FC=1C(=NC=CC1)C(C)(C)NC1=NC=C(C=N1)C1=NC=CC(=N1)C(=O)N 2-(2-{[1-(3-fluoro(2-pyridyl))-isopropyl]amino}pyrimidin-5-yl)pyrimidine-4-carboxamide